ClC=1C(=NC=CC1C1=C(C(=CC=C1)C1=NC(=C(C=C1)CNC1CCN(CC1)C(CCOC)=O)OC)Cl)C1=CC(=C(CN2CC3(C2)CNC(C3)=O)C=C1)OC 2-(4-(3-Chloro-4-(2-chloro-3-(6-methoxy-5-(((1-(3-methoxypropanoyl)piperidin-4-yl)amino)methyl)pyridin-2-yl)phenyl)pyridin-2-yl)-2-methoxybenzyl)-2,6-diazaspiro[3.4]octan-7-one